4-Ethyl-oct-3-enenitrile C(C)C(=CCC#N)CCCC